1-(4-bromophenyl)-2-phenylethan-1-ol BrC1=CC=C(C=C1)C(CC1=CC=CC=C1)O